COC=1C=C2CC(C(C2=CC1)=O)CCC 5-methoxy-2-propyl-2,3-dihydro-1H-inden-1-one